ClC=1N=NC(=CC1N1[C@@H](COCC1)C)Cl (R)-4-(3,6-dichloropyridazin-4-yl)-3-methylmorpholine